5-(1-(2,2-Difluoroethyl)-2-methyl-1H-imidazo[4,5-b]pyridin-6-yl)-N-(trans-4-methoxycyclohexyl)pyrrolo[2,1-f][1,2,4]triazin-2-amine FC(CN1C(=NC2=NC=C(C=C21)C=2C=CN1N=C(N=CC12)N[C@@H]1CC[C@H](CC1)OC)C)F